diphenyltriazinyl[(diphenylfluorenyl)dibenzothiopheneyl]benzene C1(=CC=CC=C1)C1=C(C(=C(C=C1)C1=C(C=CC=2SC3=C(C21)C=CC=C3)C3=C(C(=CC=2C1=CC=CC=C1CC32)C3=CC=CC=C3)C3=CC=CC=C3)C3=NN=NC=C3)C3=CC=CC=C3